FC=1C=C(C=CC1)[C@@H](CN1C(=C(C(C=C1)=O)O)C)O (S)-1-(2-(3-fluorophenyl)-2-hydroxyethyl)-3-hydroxy-2-methylpyridin-4(1H)-one